[Cl-].C(CCCCCCCCCCCCCCCCC)[N+](CCCCCCCC[Si](OCC)(OCC)OCC)(C)C octadecyl-dimethyl-(8-triethoxysilyloctyl)ammonium chloride